4-methoxyspiro[indan-2,4'-piperidin]-1-one COC1=C2CC3(CCNCC3)C(C2=CC=C1)=O